CN(CCN1C(C2=C3C(=C(C=C2CC1=O)N1CCNCC1)C=CC=C3)=O)C 2-(2-(dimethylamino)ethyl)-6-(piperazin-1-yl)-1H-benzoisoquinoline-1,3(2H)-dione